2-(2',6'-bis(benzyloxy)-2-methyl-[3,3'-bipyridin]-6-yl)ethan-1-ol C(C1=CC=CC=C1)OC1=NC(=CC=C1C=1C(=NC(=CC1)CCO)C)OCC1=CC=CC=C1